N(=[N+]=[N-])C[C@H]1N(C[C@H]1F)C(=O)OC(C)(C)C tert-butyl (2R,3R)-2-(azidomethyl)-3-fluoroazetidine-1-carboxylate